1-(3-hydroxypropyl)-6-methylquinoxaline-2,3(1h,4h)-dione OCCCN1C(C(NC2=CC(=CC=C12)C)=O)=O